1,1,2,2-tetrafluoro-1-methoxy-ethane FC(C(F)F)(OC)F